5-nitro-3-pyridin-2-yl-3,4-dihydro-2H-1,4-benzoxazin-3-ol [N+](=O)([O-])C1=CC=CC2=C1NC(CO2)(O)C2=NC=CC=C2